3-{2-Chloro-3-[(4S)-2-imino-4-methyl-6-oxo-1-(tetrahydropyran-4-yl)hexahydropyrimidin-4-yl]anilino}pyridine-2-carbonitrile ClC1=C(NC=2C(=NC=CC2)C#N)C=CC=C1[C@]1(NC(N(C(C1)=O)C1CCOCC1)=N)C